[C@@H]1([C@H](O)[C@@H](O)[C@H](O)[C@H](O1)CO)OC1CC(=C(C(C1)(C)C)C=O)C 4-(β-D-glucopyranosyloxy)-2,6,6-trimethyl-1-cyclohexene-1-carbaldehyde